2-piperidino-6-methyl-5-oxo-5,6-dihydro-(7H)pyrrolo-[3,4-d]pyrimidine maleate C(\C=C/C(=O)O)(=O)O.N1(CCCCC1)C=1N=CC2=C(N1)CN(C2=O)C